(S)-3-(6-oxo-1'-((1-((tetrahydro-2H-pyran-4-yl)methyl)-1H-pyrazol-4-yl)methyl)-6,8-dihydro-2H,7H-spiro[furo[2,3-e]isoindol-3,4'-piperidin]-7-yl)piperidine-2,6-dione O=C1N(CC2=C3C(=CC=C12)C1(CCN(CC1)CC=1C=NN(C1)CC1CCOCC1)CO3)[C@@H]3C(NC(CC3)=O)=O